4-[methyl-(undecyl)amino]butanamide CN(CCCC(=O)N)CCCCCCCCCCC